4-[5-(3,3-difluorocyclobutyl)-1,2,4-oxadiazol-3-yl]-4-methylpiperidine hydrochloride Cl.FC1(CC(C1)C1=NC(=NO1)C1(CCNCC1)C)F